C(C)C=1C=CC(=C(C1)S(=O)(=O)NC=1C(=C(C(=CC1)F)C=1C=C2C=NC(=NC2=CC1)NC(C(C)(C)C)=O)F)OC N-(6-(3-(5-ethyl-2-methoxyphenyl-sulfonylamino)-2,6-difluorophenyl)quinazolin-2-yl)pivaloamide